4-((8-(pyridin-3-ylcarbamoyl)quinolin-5-yl)amino)piperidine-1-carboxylic acid tert-butyl ester C(C)(C)(C)OC(=O)N1CCC(CC1)NC1=C2C=CC=NC2=C(C=C1)C(NC=1C=NC=CC1)=O